(4-Phenylbutyryl)alanyl-L-proline methyl ester COC([C@H]1N(CCC1)C([C@@H](NC(CCCC1=CC=CC=C1)=O)C)=O)=O